5-trimethylhexanoyloxy-benzenesulfonic acid sodium salt [Na+].CC(CCCCC(=O)OC=1C=CC=C(C1)S(=O)(=O)[O-])(C)C